(2S,5S)-5-(4-chlorobenzyl)-2-methyl-morpholinium dihydrochloride hydrate O.Cl.Cl.ClC1=CC=C(C[C@H]2CO[C@H](C[NH2+]2)C)C=C1